NC1=NNC2=CC=CC(=C12)C1=C(C=C2C(=NC(=NC2=C1F)N1CC(C1)N(C)C)N1C[C@H](N(C[C@@H]1C)C(=O)OC(C)(C)C)C)Cl tert-Butyl (2R,5S)-4-(7-(3-amino-1H-indazol-4-yl)-6-chloro-2-(3-(dimethylamino)azetidin-1-yl)-8-fluoroquinazolin-4-yl)-2,5-dimethylpiperazine-1-carboxylate